C1=CC=CC=2C3=CC=CC=C3C(C12)COC(=O)N[C@@H](COCCNC(=O)OC(C)(C)C)C(=O)OCC1=CC=CC=C1 Benzyl N-(((9H-fluoren-9-yl)methoxy)carbonyl)-O-(2-((tert-butoxycarbonyl) amino)ethyl)-L-serinate